1-Undecyl-2-butylpiperidinium fluorid [F-].C(CCCCCCCCCC)[NH+]1C(CCCC1)CCCC